C(C1=CC=CC=C1)OC(=O)N[C@@H](C(=O)OCCOC)CNC(=O)C1=CC2=NC=CC(=C2S1)C 2-methoxyethyl (R)-2-(((benzyloxy)carbonyl)amino)-3-(7-methylthieno[3,2-b]pyridine-2-carboxamido)propanoate